Cl.Cl.C[C@@H]1CN(C[C@@H](O1)C)CC1CCNCC1 (2R,6S)-2,6-dimethyl-4-[(piperidin-4-yl)methyl]morpholine dihydrochloride